C[C@@H]1CN(C[C@H](N1)C)C1=NC=C(C=N1)S(=O)(=O)CC 2-[(3R,5R)-3,5-dimethylpiperazin-1-yl]-5-(ethanesulfonyl)pyrimidine